4-(3-(5,5-dimethyl-1,3-dioxan-2-yl)phenyl)butanoic acid CC1(COC(OC1)C=1C=C(C=CC1)CCCC(=O)O)C